3-({[(1R)-6-[methyl-(oxacyclohex-4-yl)amino]-1,2,3,4-tetrahydronaphthalen-1-yl]methyl}amino)pyridine-4-carboxylic acid CN(C=1C=C2CCC[C@H](C2=CC1)CNC=1C=NC=CC1C(=O)O)C1CCOCC1